S(=O)(=O)(OCCCCCCCCCCCCCCCCCCCCCC)[O-] docosyl sulfate